N-(3-(4-aminophenyl)propyl)-6-methyl-2-(trifluoromethyl)thieno[2,3-d]pyrimidin-4-amine NC1=CC=C(C=C1)CCCNC=1C2=C(N=C(N1)C(F)(F)F)SC(=C2)C